(2R,3R,4R,5S)-2-(hydroxymethyl)-5-((4-methoxy-6-(4-methylpiperazin-1-yl)pyrimidin-2-yl)amino)tetrahydro-2H-pyran-3,4-diol OC[C@H]1OC[C@@H]([C@H]([C@H]1O)O)NC1=NC(=CC(=N1)OC)N1CCN(CC1)C